2-methyl-3-oxopiperidine-1-carboxylic acid tert-butyl ester C(C)(C)(C)OC(=O)N1C(C(CCC1)=O)C